(+/-)-(1S,3S)-3-((6-(5-(cyclopentyl-(methyl)amino)-5-oxopent-1-yn-1-yl)-2-(trifluoromethyl)pyridin-3-yl)oxy)cyclohexane-1-carboxylic acid isopropyl ester C(C)(C)OC(=O)[C@@H]1C[C@H](CCC1)OC=1C(=NC(=CC1)C#CCCC(=O)N(C)C1CCCC1)C(F)(F)F |r|